Cl.CC1([C@H]2CN[C@@H]([C@@H]12)C(=O)OC)C methyl (1R,2S,5S)-6,6-dimethyl-3-azabicyclo[3.1.0]hexane-2-carboxylate hydrochloride salt